C1=CC=CC=2OC3=CC=CC=C3N(C12)CCOP(O)(O)=O [2-(10H-phenoxazin-10-yl)ethyl]phosphoric acid